copper (II) bis(tert-butylacetoacetate) C(C)(C)(C)CC(CC(=O)[O-])=O.C(C)(C)(C)CC(CC(=O)[O-])=O.[Cu+2]